CC1(CO1)C(O[SiH](OC)OC)(C1(C)CO1)C1(C)CO1 tris-(2-epoxypropyl)trimethoxysilane